BrC1=C(C=CC=C1[N+](=O)[O-])F bromo-1-fluoro-3-nitrobenzene